3-[5-Amino-3-(2-chloro-6-methyl-4-pyridyl)pyrazolo[1,5-a]pyrimidin-2-yl]benzonitrile NC1=NC=2N(C=C1)N=C(C2C2=CC(=NC(=C2)C)Cl)C=2C=C(C#N)C=CC2